(2,6-Dimethyl-4-nitrophenyl)(4-methoxy-3-(trifluoromethyl)phenyl)methanol CC1=C(C(=CC(=C1)[N+](=O)[O-])C)C(O)C1=CC(=C(C=C1)OC)C(F)(F)F